VANILLIC ACID oxazol-5-ylmethyl-(4-(1-(6,6-difluorospiro[3.3]heptane-2-carboxamido)ethyl)phenyl)carbamate O1C=NC=C1CN(C(O)=O)C1=CC=C(C=C1)C(C)NC(=O)C1CC2(C1)CC(C2)(F)F.C(C2=CC(OC)=C(O)C=C2)(=O)O